(3,4-dihydroquinolin-1(2H)-yl)(4-(5-(3-methoxyphenyl)-5-(trifluoromethyl)-4,5-dihydroisoxazol-3-yl)phenyl)methanone N1(CCCC2=CC=CC=C12)C(=O)C1=CC=C(C=C1)C1=NOC(C1)(C(F)(F)F)C1=CC(=CC=C1)OC